CS(=O)(=O)C1=C(C=CC(=C1)C(F)(F)F)C12CC(C1)(C2)C2CNC2 3-[3-[2-Methylsulfonyl-4-(trifluoromethyl)phenyl]-1-bicyclo[1.1.1]pentanyl]azetidine